C(C)OC(C(=C)C#N)=O cyanoacrylic acid ethyl ester